2-(5-chloro-2-methoxypyridin-4-yl)-1-[(3S)-3-{[6-methyl-5-(pyrimidin-2-yl)pyridin-2-yl]amino}pyrrolidin-1-yl]propan-1-one ClC=1C(=CC(=NC1)OC)C(C(=O)N1C[C@H](CC1)NC1=NC(=C(C=C1)C1=NC=CC=N1)C)C